6-(N-(6-(8-(benzo[d]thiazol-2-ylcarbamoyl)-3,4-dihydroisoquinolin-2(1H)-yl)-3-(5-methyl-1-neopentyl-1H-pyrazol-4-yl)picolinoyl)sulfamoyl)hexanoic acid S1C(=NC2=C1C=CC=C2)NC(=O)C=2C=CC=C1CCN(CC21)C2=CC=C(C(=N2)C(=O)NS(=O)(=O)CCCCCC(=O)O)C=2C=NN(C2C)CC(C)(C)C